Indoline-1-carboxylic acid chloride N1(CCC2=CC=CC=C12)C(=O)Cl